S1S[C@@H](CC1)CCCCC(=O)N1CCN(CC1)C1=CC=C(C=C1)NC=1N=C(C2=C(N1)COC2)OC=2C=C(C=CC2)NC(C=C)=O (R)-N-(3-((2-((4-(4-(5-(1,2-dithiolan-3-yl)pentanoyl)piperazin-1-yl)phenyl)amino)-5,7-dihydrofuro[3,4-d]pyrimidin-4-yl)oxy)phenyl)acrylamide